delta-Dodecanolactone C1(CCC(CCCCCCCC)O1)=O